C(COC(C(=O)O)CC=O)OC(C(=O)O)CC=O 4'-(ethane-1,2-diylbis(oxy))bis(4-oxobutanoic acid)